4-(2-(1-(1-(3-isopropyl-1,2,4-oxadiazol-5-yl)piperidin-4-yl)ethoxy)thiazolo[5,4-b]pyridin-5-yl)-N-methylbenzenesulfonamide C(C)(C)C1=NOC(=N1)N1CCC(CC1)C(C)OC=1SC2=NC(=CC=C2N1)C1=CC=C(C=C1)S(=O)(=O)NC